O1[C@H](COCC1)CN1C[C@@H]2[C@H](C1)CC(C2)NC=2N=NC(=CC2C(F)(F)F)C2=C(C=CC(=C2)F)C (3aR,5s,6aS)-2-(((S)-1,4-dioxan-2-yl)methyl)-N-(6-(5-fluoro-2-methylphenyl)-4-(trifluoromethyl)pyridazin-3-yl)octahydro-cyclopenta[c]pyrrol-5-amine